1-(2-(6-((4-methylpyridin-2-yl)amino)-2-(pyridin-3-yl)pyrimidin-4-yl)-2,7-diazaspiro[3.5]nonan-7-yl)ethan-1-one CC1=CC(=NC=C1)NC1=CC(=NC(=N1)C=1C=NC=CC1)N1CC2(C1)CCN(CC2)C(C)=O